[C@H]12CN(C[C@H](CC1)N2)C=2C1=C(N=C(N2)OCC2=CC3=NN(C=C3N2)C)C(=C(N=C1)C1=CC(=CC2=CC=C(C(=C12)F)F)O)F 4-(4-((1R,5S)-3,8-Diazabicyclo[3.2.1]octan-3-yl)-8-fluoro-2-((2-methyl-2,4-dihydropyrrolo[3,2-c]pyrazol-5-yl)methoxy)pyrido[4,3-d]pyrimidin-7-yl)-5,6-difluoronaphthalen-2-ol